C(C1=CC=CC=C1)N1CCCC2CN(CCC12)C1=NC(=CC(=N1)OC1=CC(=CC=C1)F)C(F)(F)F 1-benzyl-6-[4-(3-fluorophenoxy)-6-(trifluoromethyl)pyrimidin-2-yl]-decahydro-1,6-naphthyridine